C(CCCCC(=O)O)(=O)O.NCCCCCN cadaverine adipate salt